COC=1C=C(CN(C2=CC=C(C(=O)OCC)C=C2)CC2=CC(=CC=C2)OC)C=CC1 ethyl 4-(bis(3-methoxybenzyl)amino)benzoate